2-[4-(2-hydroxyethoxy)-3,5-dimethyl-phenyl]-5,7-dimethoxyquinazoline OCCOC1=C(C=C(C=C1C)C1=NC2=CC(=CC(=C2C=N1)OC)OC)C